N-[4-[2-ethyl-4-(3-methylphenyl)-1,3-thiazol-5-yl]-2-pyridyl]-N-(3-phenylpropyl)amine C(C)C=1SC(=C(N1)C1=CC(=CC=C1)C)C1=CC(=NC=C1)NCCCC1=CC=CC=C1